4-(3-(Benzyloxy)-2,6-dimethylphenyl)-1-ethyl-1H-pyrrolo[2,3-b]pyridine-6-carbonitrile C(C1=CC=CC=C1)OC=1C(=C(C(=CC1)C)C1=C2C(=NC(=C1)C#N)N(C=C2)CC)C